COC(C(=O)N1C(CCC(C1)C)C=1C=C2C3(C(NC2=CC1)=O)CC3)=O 2-(5-Methyl-2-(2'-oxospiro[cyclopropane-1,3'-indoline]-5'-yl)piperidin-1-yl)-2-oxoacetic acid methyl ester